N-(tert-butoxycarbonyl)-4-ethynyl-3-pyridinecarboxamide C(C)(C)(C)OC(=O)NC(=O)C=1C=NC=CC1C#C